C(C1=CC=CC=C1)OCCCCCN1N=NC2=C1C=CC=C2C 1-[5-(benzyloxy)pentyl]-4-methyl-1H-benzotriazol